N1(CCCC1)C=1C=C(C=NC1)N1N=NC(=C1)CC=1N=C2N(C=C(C=C2)C(=O)OC)C1 Methyl 2-((1-(5-(pyrrolidin-1-yl)pyridin-3-yl)-1H-1,2,3-triazol-4-yl)methyl)imidazo[1,2-a]pyridine-6-carboxylate